C1(CC1)COC1=CC2=C(N(N=C2C=C1)C)C(=O)NC(CO)(CO)C 5-(cyclopropylmethoxy)-N-(1,3-dihydroxy-2-methylpropan-2-yl)-2-methyl-2H-indazole-3-carboxamide